2-pyridineethanolate N1=C(C=CC=C1)CC[O-]